3-amino-N-(2-methoxyethyl)-6-(3-methylimidazo[1,2-a]pyridin-6-yl)-5-(2H-1,2,3-triazol-2-yl)pyrazine-2-carboxamide cis-3-Hexenyl-formate C(C\C=C/CC)C(=O)O.NC=1C(=NC(=C(N1)N1N=CC=N1)C=1C=CC=2N(C1)C(=CN2)C)C(=O)NCCOC